3-Amino-6-bromo-5-trifluoromethyl-pyridine-2-carboxylic acid ((S)-3,3,3-trifluoro-2-hydroxy-propyl)-amide FC([C@H](CNC(=O)C1=NC(=C(C=C1N)C(F)(F)F)Br)O)(F)F